The molecule is a 17alpha-hydroxy steroid that is the 17alpha-hydroxy derivative of progesterone. It has a role as a metabolite, a progestin, a human metabolite and a mouse metabolite. It is a 17alpha-hydroxy steroid, a 17alpha-hydroxy-C21-steroid and a tertiary alpha-hydroxy ketone. It derives from a progesterone. CC(=O)[C@]1(CC[C@@H]2[C@@]1(CC[C@H]3[C@H]2CCC4=CC(=O)CC[C@]34C)C)O